ClC1=CC=C(C=C1)[C@H]1CC(=NN1C(CC)=O)C1=C(C2=C(NC1=O)SC=C2)C (R)-5-(5-(4-chlorophenyl)-1-propionyl-4,5-dihydro-1H-pyrazol-3-yl)-4-methylthieno[2,3-b]pyridin-6(7H)-one